Ethyl decane-8-carboxylate CCCCCCCC(CC)C(=O)OCC